2,6-di(p-decylphenyl)anthracene C(CCCCCCCCC)C1=CC=C(C=C1)C1=CC2=CC3=CC=C(C=C3C=C2C=C1)C1=CC=C(C=C1)CCCCCCCCCC